gamma-acryloylpropyl-triethoxysilane C(C=C)(=O)CCC[Si](OCC)(OCC)OCC